(S,E)-N-(3-(5-fluoro-4-(m-tolylamino)pyrimidin-2-ylamino)phenyl)-4-(3-hydroxypyrrolidin-1-yl)but-2-enamide FC=1C(=NC(=NC1)NC=1C=C(C=CC1)NC(\C=C\CN1C[C@H](CC1)O)=O)NC=1C=C(C=CC1)C